(R)-N-((1-(1-(Benzo[b]thiophen-6-yl)-4-(hydroxyamino)-4-oxobutan-2-yl)-1H-1,2,3-triazol-4-yl)methyl)-4-fluorobenzamid S1C2=C(C=C1)C=CC(=C2)C[C@H](CC(=O)NO)N2N=NC(=C2)CNC(C2=CC=C(C=C2)F)=O